O1[C@@H](CC1)CN1C(=NC2=C1C=C(C=C2)C(=O)[O-])CN2CCNCC2 (S)-1-(oxetan-2-ylmethyl)-2-(piperazin-1-ylmethyl)-1H-Benzo[d]imidazole-6-carboxylate